N1=C(OC2=C1C1=CC=CC=C1C=C2)N Naphtho[1,2-d]oxazol-2-amine